FC1=C(C(=C(C(=C1[B-](C1=C(C(=C(C(=C1F)F)F)F)F)(C1=C(C(=C(C(=C1F)F)F)F)F)C1=C(C(=C(C(=C1F)F)F)F)F)F)F)F)F.C(C)(C)C1=CC=C(C=C1)[I+]C1=CC=C(C=C1)C (4-isopropylphenyl)(4-methylphenyl)iodonium tetrakis(pentafluoro-phenyl)borate